8-(4-(2-Morpholinoethoxy)pyridin-2-yl)-N2-(6-Morpholinopyridin-3-yl)quinazoline-2,4-diamine O1CCN(CC1)CCOC1=CC(=NC=C1)C=1C=CC=C2C(=NC(=NC12)NC=1C=NC(=CC1)N1CCOCC1)N